C(C)C=1C(=C(NC1C1=C2C(=NC=C1)NC=C2)C2=C(C=C(C=C2)C)F)C(=O)N 4-ethyl-2-(2-fluoro-4-methylphenyl)-5-(1H-pyrrolo[2,3-b]pyridin-4-yl)-1H-pyrrole-3-carboxamide